AMINOTRIAZOLOQUINAZOLINE NC1=CC=2C=NC=NC2C2=C1N=NN2